BrC1=CC(=C(C=C1)N1CC2CN(CC2C1)C)C 2-(4-Bromo-2-methylphenyl)-5-methyloctahydropyrrolo[3,4-c]pyrrole